C[O-].C[O-].C[O-].C1(CCCC=2C3=CC=CC=C3CC12)[Ti+3] 1,2,3,4-tetrahydrofluorenyl-titanium trimethoxide